ClC=1C=C(C=NC1N1N=CC=N1)NC(=O)C=1C=NN(C1C(F)(F)F)C1=NC(=CC=C1Cl)Cl N-(5-chloro-6-(2H-1,2,3-triazol-2-yl)pyridin-3-yl)-1-(3,6-dichloropyridin-2-yl)-5-(trifluoromethyl)-1H-pyrazole-4-carboxamide